C(C)OC(/C=C(/C(=O)OC(N(CC1=CC=CC=C1)CC(=O)OCC)=O)\C)=O methyl-(2E)-but-2-ene-1,4-dioic acid {N-[(ethoxycarbonyl) methyl]-N-benzylcarbamoyl} ethyl ester